ClC=1C=C2CCC[C@]3(C2=CC1)CN(C1=C(OC3)C=CC(=C1)C(=O)OC(C)(C)C)C[C@H]1[C@](CC1)(C)[C@@H](C=C)O (S)-TERT-BUTYL 6'-CHLORO-5-(((1R,2R)-2-((R)-1-HYDROXYALLYL)-2-METHYLCYCLOBUTYL)METHYL)-3',4,4',5-TETRAHYDRO-2H,2'H-SPIRO[BENZO[B][1,4]OXAZEPINE-3,1'-NAPHTHALENE]-7-CARBOXYLATE